(S)-(tert-Butoxycarbonyl)alanine 2-oxopyrrolidin-3-yl ester O=C1NCCC1OC([C@@H](NC(=O)OC(C)(C)C)C)=O